p-chlorophenyl-succinic acid dineopentyl ester C(C(C)(C)C)OC(C(CC(=O)OCC(C)(C)C)C1=CC=C(C=C1)Cl)=O